C1(CC1)C=1N=CC2=CC3=C(C(=C2C1)S(NC1CC(C1)(F)F)(=O)=O)CC(C3)C(=O)O 3-cyclopropyl-5-[(3,3-difluorocyclobutyl)sulfamoyl]-7,8-dihydro-6H-cyclopenta[g]isoquinoline-7-carboxylic acid